(3S)-5-[6-(difluoromethyl)-5-methyl-3-pyridyl]-8,9-difluoro-2,2,3-trimethyl-3H-1,4-benzoxazepine FC(C1=C(C=C(C=N1)C1=N[C@H](C(OC2=C1C=CC(=C2F)F)(C)C)C)C)F